F[C@@H]1C[C@H](N(C1)C(CC1=C(N=NN1)C(F)(F)F)=O)C(=O)N[C@H](C1=NC=C(C=C1)C(C)C)C1=CC=CC=C1 (2S,4R)-4-fluoro-N-[(S)-phenyl[5-(propan-2-yl)pyridin-2-yl]methyl]-1-{2-[4-(trifluoromethyl)-1H-1,2,3-triazol-5-yl]acetyl}pyrrolidine-2-carboxamide